3-[[1-[(3R,4R)-1-(2-fluorophenyl)sulfonyl-3-phenyl-piperidine-4-carbonyl]-4-hydroxy-4-piperidinyl]methyl]-7-(4-methoxyphenyl)pyrrolo[2,3-d]pyrimidin-4-one FC1=C(C=CC=C1)S(=O)(=O)N1C[C@H]([C@@H](CC1)C(=O)N1CCC(CC1)(O)CN1C=NC2=C(C1=O)C=CN2C2=CC=C(C=C2)OC)C2=CC=CC=C2